FC=1C=C(C(=NC1)C(=O)O)C1=NC=CC=N1 5-fluoro-3-(pyrimidin-2-yl)picolinic acid